(E)-3-(1,3-Benzodioxol-5-yl)-1-(2-hydroxy-4-prop-2-enoxyphenyl)prop-2-en-1-one O1COC2=C1C=CC(=C2)/C=C/C(=O)C2=C(C=C(C=C2)OCC=C)O